C(C)(C)C1=NOC(=N1)C1CCN(CC1)C1=NN2C(S1)=NC(=C2)C2=CC=C(C(=O)N(C)C)C=C2 4-(2-(4-(3-isopropyl-1,2,4-oxadiazol-5-yl)piperidin-1-yl)imidazo[2,1-b][1,3,4]thiadiazol-6-yl)-N,N-dimethylbenzamid